C(C)S(=O)(=O)C=1C=C(C=NC1C=1NC(C(N1)C(C)C)=O)C1=NOC(=N1)C1CC1 3-(5-ethylsulfonyl-6-(4-isopropyl-5-oxo-4,5-dihydro-1H-imidazol-2-yl)pyridin-3-yl)-5-cyclopropyl-1,2,4-oxadiazole